(2E,2'E)-2,2'-(1-(5-((dibutylamino)methyl)furan-2-yl)ethane-1,2-diylidene)bis(N-ethylhydrazine-1-carbothioamide) C(CCC)N(CCCC)CC1=CC=C(O1)\C(\C=N\NC(NCC)=S)=N\NC(NCC)=S